1-(9Z,12Z-octadecadienoyl)-2-octadecanoyl-glycero-3-phosphoserine CCCCCCCCCCCCCCCCCC(=O)O[C@H](COC(=O)CCCCCCC/C=C\C/C=C\CCCCC)COP(=O)(O)OC[C@@H](C(=O)O)N